1-amino-2-(3-hydroxy-2,6-dimethylphenyl)-4-methyl-7-(pyrimidin-5-yl)-2,8-dihydro-9H-2,3,5,8-tetraazabenzo[cd]azulene-9-one NC=1N(C2=C3C(C=C(NC(C13)=O)C=1C=NC=NC1)=NC(=N2)C)C2=C(C(=CC=C2C)O)C